ClCCC\C=C/CCO (3Z)-7-chloro-3-hepten-1-ol